N1N=CC=C1C1=NC=C2N1N=C(C=C2C2=C1C(=NC=C2)NC=C1)N1C(COCC1)C 4-(7-(1H-pyrazol-5-yl)-4-(1H-pyrrolo[2,3-b]pyridin-4-yl)imidazo[1,5-b]pyridazin-2-yl)-3-methylmorpholine